[(1R,9aS)-5-methoxy-1-(3-oxopropyl)-2,3,3a,4,9,9a-hexahydro-1H-cyclopenta[b]naphth-2-yl] 4-phenylbenzoate C1(=CC=CC=C1)C1=CC=C(C(=O)OC2CC3[C@H](CC4=CC=CC(=C4C3)OC)[C@H]2CCC=O)C=C1